FCC1=C([C@@H](C2=C(N1)COC2=O)C2=CC=CC=C2)C(=O)OC methyl (R)-2-(fluoromethyl)-5-oxo-4-phenyl-1,4,5,7-tetrahydrofuro[3,4-b]pyridine-3-carboxylate